3-(4-methylpiperazin-1-yl)-1-(4-(pyridin-3-yl)-3,4-dihydroquinoxaline-1(2H)-yl)propan-1-one CN1CCN(CC1)CCC(=O)N1CCN(C2=CC=CC=C12)C=1C=NC=CC1